CC1=CC=C(C=C1)S(=O)(=O)NC1=C(C(=O)NC2=CC=C(C=C2)C)C=CC=C1 2-((4-methylphenyl)sulfonamido)-N-(p-tolyl)benzamide